COC1=C(C=CC=C1)SCC=1C=C(C=CC1)B(O)O (3-([(2-METHOXYPHENYL)SULFANYL]METHYL)PHENYL)BORANEDIOL